methyl 8-((2-aminoethyl)amino)-2-methylimidazo[1,2-a]pyridine-6-carboxylate NCCNC=1C=2N(C=C(C1)C(=O)OC)C=C(N2)C